ClC1=C(OCCCC(=O)O)C(=CC(=C1)C1=NC(=CN=C1)OCC1CC1)F 4-[2-chloro-4-(6-cyclopropylmethoxy-pyrazin-2-yl)-6-fluoro-phenoxy]-butyric acid